6-(2-hydroxy-2-methylpropoxy)-4-(6-(6-((6-methylpyridin-3-yl)methyl)-3,6-diazabicyclo[3.1.1]heptan-3-yl)pyridin-3-yl)pyrazolo[1,5-a]pyridine-3-carbonitrile OC(COC=1C=C(C=2N(C1)N=CC2C#N)C=2C=NC(=CC2)N2CC1N(C(C2)C1)CC=1C=NC(=CC1)C)(C)C